O1C2=C(N=CC1)C=CC=C2 benzo[b][1,4]Oxazin